rac-(1R,2S,4R,6R)-2-(4-bromophenyl)-6-((2-fluoro-4-(trifluoromethyl)phenyl)carbamoyl)-4-hydroxycyclohexane-1-carboxylic acid BrC1=CC=C(C=C1)[C@@H]1[C@H]([C@@H](C[C@@H](C1)O)C(NC1=C(C=C(C=C1)C(F)(F)F)F)=O)C(=O)O |r|